3-Phenyl-2-(4-propylphenethyl)-6-((tetrahydro-2H-pyran-2-yl)methoxy)pyridin-4-ol C1(=CC=CC=C1)C=1C(=NC(=CC1O)OCC1OCCCC1)CCC1=CC=C(C=C1)CCC